({6-[(1,3-benzothiazol-2-yl)amino]-4-(methoxymethyl)-5-methylpyridazin-3-yl}amino)-1,3-thiazole-4-carboxylic acid S1C(=NC2=C1C=CC=C2)NC2=C(C(=C(N=N2)NC=2SC=C(N2)C(=O)O)COC)C